9-anthracene-formaldehyde-1,1-diphenylhydrazone C1(=CC=CC=C1)N(N=CC=1C2=CC=CC=C2C=C2C=CC=CC12)C1=CC=CC=C1